octyl 3,5-di-tert-butyl-4-hydroxybenzoate C(C)(C)(C)C=1C=C(C(=O)OCCCCCCCC)C=C(C1O)C(C)(C)C